spiro[3.5]nonane C1CCC12CCCCC2